OC1=CC=NC=C1[N+](=O)[O-] 4-Hydroxy-5-nitropyridine